C(CCC)C(C(=O)OCCCN(C(C=CC(NCCOCCN(C)C)=O)=O)CCCOC(C(CCCCCC)CCCC)=O)CCCCCC 13-{3-[(2-butyl-1-oxooctyl) oxy] propyl}-2-methyl-9,12-dioxo-5-oxa-2,8,13-triazahexadec-10-en-16-yl 2-butyloctanoate